S(=O)(=O)(C1=CC=C(C)C=C1)N1C=CC=C1 1-tosyl-1H-pyrrole